N(=C=O)C1C(CCCC1)N=C=O 1,2-diisocyanato-cyclohexane